C[SiH2]CCCCC[SiH2]C 1,5-Dimethylsilanylpentane